7-[4-(dimethylamino)phenyl]-N-[3-(1H-imidazole-1-yl)propyl]-1,6-naphthyridine-5-amine CN(C1=CC=C(C=C1)C=1N=C(C=2C=CC=NC2C1)NCCCN1C=NC=C1)C